FC1=CC=C(C=C1)S(=O)(=O)C1=CC=C(S1)C(=O)NCC1=NC=C(N=C1)C 5-(4-fluorobenzene-1-sulfonyl)-N-[(5-methylpyrazin-2-yl)methyl]thiophene-2-carboxamide